(oct-7-yn-1-yl)isoindoline-1,3-dione C(CCCCCC#C)N1C(C2=CC=CC=C2C1=O)=O